C1(CC1)C1=C(C(=NO1)C1=NN(C2=NC=NC(=C21)N)C(C)C)C2=NC=C(C(=N2)C)C2CCNCC2 3-[5-cyclopropyl-4-[4-methyl-5-(4-piperidyl)pyrimidin-2-yl]isoxazol-3-yl]-1-isopropyl-pyrazolo[3,4-d]pyrimidin-4-amine